FC12CCC(CC1)(CC2)NC(C(=O)N[C@H](C(=O)N[C@@H](C[C@H]2C(NCCC2)=O)C(CO)=O)CC(C)C)=O N1-(4-fluorobicyclo[2.2.2]octan-1-yl)-N2-((S)-1-(((S)-4-hydroxy-3-oxo-1-((S)-2-oxopiperidin-3-yl)butan-2-yl)amino)-4-methyl-1-oxopentan-2-yl)oxalamide